BrC1=CC(=C(OC=2C=CC(=C(C(=O)N[C@@H]3COCC3)C2)OCC2=CC=C(C=C2)OC)C(=C1)Cl)Cl (S)-5-(4-bromo-2,6-dichlorophenoxy)-2-((4-methoxybenzyl)oxy)-N-(tetrahydrofuran-3-yl)benzamide